1,3-thiazole-5-sulfonamide S1C=NC=C1S(=O)(=O)N